C(C1CO1)OC1=C(C(=CC=C1)C)C dimethyl-phenyl glycidyl ether